CS(=O)(=O)N1C[C@H](CCC1)CC(=O)N ((R)-1-(methylsulfonyl)piperidin-3-yl)acetamide